C(CCCC)C1=CC=C(C=C1)C1C=CNN1 5-(4-n-pentyl-phenyl)-pyrazoline